OC1=CC(=C(C=C1)N1CCN(CC1)C(=O)OC(C)(C)C)OCOC tert-butyl 4-(4-hydroxy-2-(methoxymethoxy)phenyl)piperazine-1-carboxylate